(4-tert-butoxycarbonylamino-tetrahydro-pyran-4-yl)-acetic acid C(C)(C)(C)OC(=O)NC1(CCOCC1)CC(=O)O